N1N=CC2=C(C=CC=C12)C=1N=C(C2=C(N1)C=C(S2)/C=C/C(=O)N2CCN(CC2)C)N2CCOCC2 (E)-3-(2-(4-indazolyl)-4-morpholino-6-thieno[3,2-d]pyrimidinyl)-1-(4-methyl-1-piperazinyl)-2-propen-1-one